C(C(O)C)(=O)[O-].[Fe+2].C(C(O)C)(=O)[O-] ferrous lactate